(1,3)-oxazinan O1CNCCC1